FC1(CC(CC1)NC(=O)C=1C=CC2=C(C=3N(CCO2)C=NC3)C1)F N-(3,3-difluorocyclopentyl)-5,6-dihydrobenzo[f]imidazo[1,5-d][1,4]oxazepine-10-carboxamide